1,4-di-sec-butyltetrasulfane C(C)(CC)SSSSC(C)CC